tricosadiene CCCCCCCCCCCCCCCCCCC/C=C/C=C